2-(3-bromo-4-methylphenyl)pyridine BrC=1C=C(C=CC1C)C1=NC=CC=C1